C(#N)CC1(CCN(CC1)CC1=CC(=C(C=C1)C1=CC=CC=C1)OC)N1N=C(C(=C1)C(=O)N)NC(=O)C1CC1 1-[4-(cyanomethyl)-1-[(3-methoxy-4-phenyl-phenyl)methyl]-4-piperidyl]-3-(cyclopropanecarbonylamino)pyrazole-4-carboxamide